potassium bistriflimide [N-](S(=O)(=O)C(F)(F)F)S(=O)(=O)C(F)(F)F.[K+]